2-benzyl-4,4,4-trifluoro-N-(8-fluoro-4-methyl-3-quinolyl)-butanamide C(C1=CC=CC=C1)C(C(=O)NC=1C=NC2=C(C=CC=C2C1C)F)CC(F)(F)F